Ethylene glycol di(2-cyanoethyl) ether C(#N)CCOCCOCCC#N